C(C1=CC=CC=C1)OCC=1N(C(N(N1)C=1C=C2C(=COC(C2=CC1F)=O)C1(CC1)C)=O)CC ((Benzyloxy)methyl)-4-ethyl-2-(7-fluoro-4-(1-methylcyclopropyl)-1-oxo-1H-isochromen-6-yl)-2,4-dihydro-3H-1,2,4-triazol-3-one